3-(2-Chloro-pyrimidin-4-yl)-benzyl alcohol ClC1=NC=CC(=N1)C=1C=C(CO)C=CC1